FC=1C=C(C(=NC1)C(=O)O)C(F)(F)F 5-fluoro-3-(trifluoromethyl)picolinic acid